trihexyltetradecylphosphonium bis(2,4,4-trimethylphenyl)phosphinate copper [Cu].CC1=C(C=CC(C1)(C)C)P([O-])(=O)C1=C(CC(C=C1)(C)C)C.C(CCCCC)[P+](CCCCCCCCCCCCCC)(CCCCCC)CCCCCC